1-(((1r,4r,5s)-2-acetyl-2-azabicyclo[2.2.1]heptan-5-yl)methyl)-3-(5-chloro-4-(5,5-dimethyl-5,6-dihydro-4H-pyrrolo[1,2-b]pyrazol-3-yl)pyridin-2-yl)urea C(C)(=O)N1[C@@H]2C[C@@H]([C@H](C1)C2)CNC(=O)NC2=NC=C(C(=C2)C2=C1N(N=C2)CC(C1)(C)C)Cl